titanium isobutoxide triazolo[4,5-b]pyridin-3-yl-6-methoxypyrazolo[1,5-a]pyridine-3-carboxylate N1=NN(C2=NC=CC=C21)C2=NN1C(C=CC(=C1)OC)=C2C(=O)[O-].CC(C)C[O-].[Ti+2]